BrC=1C=C2C(=NC1)COCC2=O 3-bromo-6H,8H-pyrano[3,4-b]pyridin-5-one